3-(5-(4-((1-(4-Amino-5-methoxy-2-(1-methyl-1H-pyrazol-4-yl)phenyl)piperidine-4-yl)methyl)piperazin-1-yl)-1-oxoisoindolin-2-yl)piperidine-2,6-dione NC1=CC(=C(C=C1OC)N1CCC(CC1)CN1CCN(CC1)C=1C=C2CN(C(C2=CC1)=O)C1C(NC(CC1)=O)=O)C=1C=NN(C1)C